2-methyl-2,5-hexanediol CC(C)(CCC(C)O)O